4-(2-amino-2-methylpropanoyl)-N-(1-(4-((4-amino-3-methylpiperidin-1-yl)methyl)phenyl)-2-oxo-1,2-dihydropyrimidin-4-yl)piperazine-1-carboxamide hydrochloride salt Cl.NC(C(=O)N1CCN(CC1)C(=O)NC1=NC(N(C=C1)C1=CC=C(C=C1)CN1CC(C(CC1)N)C)=O)(C)C